2-(4'-(tert-butyl)-[1,1'-biphenyl]-3-yl)acetic acid C(C)(C)(C)C1=CC=C(C=C1)C1=CC(=CC=C1)CC(=O)O